OC1(CCC(CC1)NC(O[C@@H]1C[C@@H](CC1)C1=CC(=NN1)NC(CC1=CN=C(S1)C)=O)=O)C (1S,3R)-3-(3-{[(2-methyl-1,3-thiazol-5-yl)acetyl]-amino}-1H-pyrazol-5-yl)cyclopentyl (trans-4-hydroxy-4-methylcyclohexyl)carbamate